2-[[6-chloro-3-(3,6-dihydro-2H-pyran-4-yl)-4-quinolinyl] amino]-5-methyl-benzoate ClC=1C=C2C(=C(C=NC2=CC1)C=1CCOCC1)NC1=C(C(=O)[O-])C=C(C=C1)C